(S)-2,2-difluoro-2-(3-fluorophenyl)-1-phenylethyl ((S)-4-methyl-1-oxo-1-(((S)-1-oxo-3-((S)-2-oxo pyrrolidin-3-yl)propan-2-yl)amino)pentan-2-yl)carbamate CC(C[C@@H](C(N[C@H](C=O)C[C@H]1C(NCC1)=O)=O)NC(O[C@H](C(C1=CC(=CC=C1)F)(F)F)C1=CC=CC=C1)=O)C